ClC1=C(C=CC=C1)COC1=CC=2N(C=C1)N=C(C2C(=O)NC(C(=O)N)(CO)C)C 2-({5-[(2-chlorophenyl)methoxy]-2-methylpyrazolo[1,5-a]pyridin-3-yl}formamido)-3-hydroxy-2-methylpropanamide